N-[(1R,2S)-2-hydroxy-2-methyl-indan-1-yl]-3-(2-imino-4,4-dimethyl-6-oxo-hexahydropyrimidin-1-yl)-2-(methoxymethyl)-2-methyl-3H-benzofuran-5-carboxamide O[C@@]1([C@@H](C2=CC=CC=C2C1)NC(=O)C=1C=CC2=C(C(C(O2)(C)COC)N2C(NC(CC2=O)(C)C)=N)C1)C